CC=1N=C(C2=C(N1)OC=C2C(=O)NC2CCN(CC2)C2=NC=CC=N2)NC2(CC2)C methyl-4-[(1-methylcyclopropyl)amino]-N-[1-(pyrimidin-2-yl)piperidin-4-yl]furo[2,3-d]pyrimidine-5-carboxamide